C(C)(C)(C)OC(=O)N1CCN(C2CCC12)C=1C(C=2C(=NC(=C(N2)OC)C)N(C1CC)CC(=O)O)=O (7-(5-(tert-butoxycarbonyl)-2,5-diazabicyclo[4.2.0]octan-2-yl)-6-ethyl-2-methoxy-3-methyl-8-oxopyrido[2,3-b]pyrazin-5(8H)-yl)acetic acid